2-(bis(methylthio)methylene)-3-oxo-N-phenylbutyramide CSC(=C(C(=O)NC1=CC=CC=C1)C(C)=O)SC